Glutaric acid bis(glutarate) C(CCCC(=O)O)(=O)O.C(CCCC(=O)O)(=O)O.C(CCCC(=O)O)(=O)O